tetra-vinyl-phenoxyzinc C(=C)C=1C(=C(C(=C(O[Zn])C1)C=C)C=C)C=C